2-((6-((3-aminopropyl)(methyl)amino)-3,5-dicyano-4-ethylpyridin-2-yl)thio)-2-phenylacetamide hydrochloride Cl.NCCCN(C1=C(C(=C(C(=N1)SC(C(=O)N)C1=CC=CC=C1)C#N)CC)C#N)C